[Si].[N+](=O)([O-])C1=CC=C(OC2=CC=C(C=C2)C(C)(C)C2=CC=C(C=C2)OC2=CC=C(C=C2)[N+](=O)[O-])C=C1 2,2-bis[4-(4-nitrophenoxy)phenyl]propane silicon